C(N)(=O)C1N(CC1)C1=CC2=C(C=C(O2)C(=O)OCC)C(=C1)F ethyl 6-(2-carbamoylazetidin-1-yl)-4-fluoro-1-benzofuran-2-carboxylate